(2-(2-Aminoethoxy)ethoxy)-9-oxononanoic acid-d6 NCCOCCOC(C(C(C(C(=O)O)([2H])[2H])([2H])[2H])([2H])[2H])CCCC=O